C(C)(C)(C)OC(=O)N=S(=O)(CCC(C)=O)C1=CC=C(C(=O)OC)C=C1 methyl 4-[N-tert-butoxycarbonyl-S-(3-oxobutyl)sulfonimidoyl]benzoate